C(C)(C)(C)OC(C(C)(C)ON=CC1=CC(=CC(=C1)[N+](=O)[O-])OC)=O tert-butyl-2-(((3-methoxy-5-nitrobenzylidene)amino)oxy)-2-methylpropanoate